methyl 3-bromo-2-hydroxy-5-(trifluoromethyl)pyridine-4-carboxylate BrC=1C(=NC=C(C1C(=O)OC)C(F)(F)F)O